N(C(=N)N)C1=C(C=C(C(=O)OC=2C=3N(C(=CC2)CC(=O)O)N=CN3)C=C1)O 2-(8-(4-guanidino-3-hydroxybenzoyloxy)-[1,2,4]triazolo[1,5-a]pyridin-5-yl)acetic acid